COCOC=1C=C(C2=CC=C(C=C2C1)C(F)(F)F)O 3-(methoxymethoxy)-6-(trifluoromethyl)naphthalene-1-ol